6-But-2-enyl-4-[3-methoxy-5-(4-methylpiperazin-1-carbonyl)-2-pyridyl]-2-methyl-1H-pyrrolo-[2,3-c]pyridin-7-on C(C=CC)N1C(C2=C(C(=C1)C1=NC=C(C=C1OC)C(=O)N1CCN(CC1)C)C=C(N2)C)=O